COC(=O)C1=C(C=C2C=CC=NC2=C1)C 6-methylquinoline-7-carboxylic acid methyl ester